2'-Cyclopropyl-6'-methyl-1'-(1-methyl-1H-indazol-5-yl)-3',6'-dihydro-7'H-spiro[cyclopentane-1,8'-dipyrrolo[2,3-b:3',2'-d]pyridin]-7'-one, trifluoroacetate salt FC(C(=O)O)(F)F.C1(CC1)C1=C(C=2C(=NC=C3C2C2(C(N3C)=O)CCCC2)N1)C=1C=C2C=NN(C2=CC1)C